chromone-3-carboxylic acid O1C=C(C(C2=CC=CC=C12)=O)C(=O)O